ClC1=CC=C2C(=N1)C(=C(S2)I)C2=CC=NC=C2 5-chloro-2-iodo-3-(pyridin-4-yl)thieno[3,2-b]pyridine